C1(CC1)C(N[S@](=O)C(C)(C)C)C1=C(C=C(C=C1)F)F (R)-N-(cyclopropyl-(2,4-difluorophenyl)methyl)-2-methylpropane-2-sulfinamide